FC1=C(C=CC=C1)CCNC(CC1N(C(CC1)=O)CC1=CC=C(C=C1)C)=O N-[2-(2-fluorophenyl)ethyl]-2-[1-[(4-methylphenyl)methyl]-5-oxopyrrolidin-2-yl]acetamide